1,1,1-trichloro-2,2-bis(p-chlorophenyl)ethane ClC(C(C1=CC=C(C=C1)Cl)C1=CC=C(C=C1)Cl)(Cl)Cl